COC=1C=C(C=CC1)NC1=NC2=CC=CC=C2C(=N1)NCCO 2-((2-((3-methoxyphenyl)amino)quinazolin-4-yl)amino)ethan-1-ol